carbamic acid (ethylphenyl) ester C(C)C1=C(C=CC=C1)OC(N)=O